1,1',1'',1'''-((((Piperazine-1,4-diylbis(ethane-2,1-diyl))bis(disulfanediyl))bis(butane-4,1-diyl))bis(azanetriyl))tetrakis(hexadecan-2-ol) N1(CCN(CC1)CCSSCCCCN(CC(CCCCCCCCCCCCCC)O)CC(CCCCCCCCCCCCCC)O)CCSSCCCCN(CC(CCCCCCCCCCCCCC)O)CC(CCCCCCCCCCCCCC)O